NC=1C=2N(C=C(N1)C=1C=C(C#N)C=CC1)N=CN2 3-(8-amino-[1,2,4]triazolo[1,5-a]pyrazin-6-yl)benzonitrile